NC=1C=2N(C3=CC(=CC=C3N1)C(=O)N([C@@H]1COC3=C1C=CC(=C3)C#CC(C)(S(=O)(=O)C)C)C)C=NC2 (S)-4-amino-N-methyl-N-(6-(3-methyl-3-(methylsulfonyl)but-1-yn-1-yl)-2,3-dihydrobenzofuran-3-yl)imidazo[1,5-a]quinoxaline-8-carboxamide